C(=O)O.ClC1=CC(=C(C=C1)C=1C=2N(C(=NN1)N[C@H]1CN(CCC1)C)C=CC2)C(F)(F)F 1-[4-chloro-2-(trifluoromethyl)phenyl]-N-[(3R)-1-methylpiperidin-3-yl]pyrrolo[1,2-d][1,2,4]triazin-4-amine formate